C(C1CO1)OCCC[Si](OC)(OC)C (3-glycidoxypropyl)methyldimethoxy-silane